BrC1=CC=C(C=C1)N1CCN(CC1)C1COC1 1-(4-bromophenyl)-4-(oxetan-3-yl)piperazine